COCCOCCOCCN(S(=O)(=O)C1=C(C=CC=C1)S(=O)(=O)Cl)C ({2-[2-(2-methoxyethoxy)ethoxy]ethyl}(methyl)aminosulfonyl)benzene-1-sulfonyl chloride